NC=1N=C(C2=C(N1)N(C(=C2)C(=O)O)C2CCCC2)Cl 2-amino-4-chloro-7-cyclopentyl-7H-pyrrolo[2,3-d]pyrimidine-6-carboxylic acid